C1(CC1)C1=NC=NC=C1C1=C(OC2=C(N=CN=N2)N2CC3(C2)CCN(CC3)C(=O)OC(C)(C)C)C=CC(=C1)F tert-butyl 2-(6-(2-(4-cyclopropylpyrimidin-5-yl)-4-fluorophenoxy)-1,2,4-triazin-5-yl)-2,7-diazaspiro[3.5]nonane-7-carboxylate